FC=1C(=C(C=CC1F)[C@H]1[C@@H](O[C@]([C@H]1C)(C(F)(F)F)C)C=1NC=C(C(C1)=O)CO)OC 2-((2R,3S,4S,5R)-3-(3,4-difluoro-2-methoxyphenyl)-4,5-dimethyl-5-(trifluoromethyl)tetrahydrofuran-2-yl)-5-(hydroxymethyl)pyridin-4(1H)-one